NC1C2CC3(CC(CC1C3)C2)C(=O)O 4-aminoadamantane-1-carboxylic acid